NC=1C=C(C=C2C=C(N=CC12)NC(=O)[C@H]1[C@@H](C1)C#N)C=1C=NC=C(C1C)NC(C)C trans-N-(8-amino-6-[4-methyl-5-[(propan-2-yl)amino]pyridin-3-yl]isoquinolin-3-yl)-2-cyanocyclopropane-1-carboxamide